N-methyl-N,N-di(hexadecyl)ammonium tetrakis(perfluorophenyl)borate FC1=C(C(=C(C(=C1F)F)F)F)[B-](C1=C(C(=C(C(=C1F)F)F)F)F)(C1=C(C(=C(C(=C1F)F)F)F)F)C1=C(C(=C(C(=C1F)F)F)F)F.C[NH+](CCCCCCCCCCCCCCCC)CCCCCCCCCCCCCCCC